N-[4-[2-chloro-3-(4-methylpiperazin-1-yl)phenoxy]-6-(2,6-dimethylphenyl)pyrimidin-2-yl]-1-methyl-pyrazole-4-sulfonamide ClC1=C(OC2=NC(=NC(=C2)C2=C(C=CC=C2C)C)NS(=O)(=O)C=2C=NN(C2)C)C=CC=C1N1CCN(CC1)C